CC1=CC(=C2C(=N1)CN(C2)C(CC#CC2=CC(=NC=C2)C(F)(F)F)=O)C 1-(2,4-Dimethyl-5,7-dihydro-6H-pyrrolo[3,4-b]pyridin-6-yl)-4-(2-(trifluoromethyl)pyridin-4-yl)but-3-yn-1-one